C(C)(C)(C)C=1C=C(CN2C(N(C(N(C2=O)CC2=CC(=C(C(=C2)C(C)(C)C)O)C(C)(C)C)=O)CC2=CC(=C(C(=C2)C(C)(C)C)O)C(C)(C)C)=O)C=C(C1O)C(C)(C)C 1,3,5-tris(3,5-di-tert-butyl-4-hydroxybenzyl)-1,3,5-triazine-2,4,6[1H,3H,5H]trione